phenyl-propenol C1(=CC=CC=C1)C(=CC)O